2-(methyl-((1-(6-nitropyridin-3-yl)piperidin-4-yl)methyl)amino)ethan-1-ol tert-Butyl-N-hex-5-ynylcarbamate C(C)(C)(C)N(C(=O)OCCN(CC1CCN(CC1)C=1C=NC(=CC1)[N+](=O)[O-])C)CCCCC#C